NC1=NC=NN2C1=C(C=C2C=2C=NC(=C(C(=O)N[C@@H]1CN(C[C@@H]1F)CC(C(F)(F)F)(O)C1CC1)C2)OC)C(F)(F)F 5-(4-Amino-5-(trifluoromethyl)pyrrolo[2,1-f][1,2,4]triazin-7-yl)-N-((3R,4S)-1-(2-cyclopropyl-3,3,3-trifluoro-2-hydroxypropyl)-4-fluoropyrrolidin-3-yl)-2-methoxynicotinamid